C(C)(C)C1=C(NC2=CC=C(C=C12)C1CCN(CC1)CCC)C=1C=C(C(N(C1)C)=O)C 5-(3-isopropyl-5-(1-propylpiperidin-4-yl)-1H-indol-2-yl)-1,3-dimethylpyridin-2(1H)-one